C(C)(C)(C)OC1=NC=CC=C1 2-(tert-butoxy)pyridine